CC(C(C)O)=C 3-Methylbut-3-en-2-ol